cyclohexane-1-carboxylic acid amide C1(CCCCC1)C(=O)N